nonyl ((4-nitrophenoxy)(((S)-1-(nonyloxy)-1-oxopropan-2-yl)oxy)phosphoryl)-L-phenylalaninate [N+](=O)([O-])C1=CC=C(OP(=O)(O[C@H](C(=O)OCCCCCCCCC)C)N[C@@H](CC2=CC=CC=C2)C(=O)OCCCCCCCCC)C=C1